NC(C(=O)O)C(C(F)(F)F)(C)C 2-amino-4,4,4-trifluoro-3,3-dimethylbutyric acid